C(N)(=O)C=1C=NC2=C(C=NC(=C2C1)N1C[C@H](N([C@H](C1)C)C(=O)OC(C)(C)C)C)C(NC1=CC2=CN(N=C2C(=C1)F)C)=O tert-butyl (2R,6S)-4-[3-carbamoyl-8-[(7-fluoro-2-methyl-indazol-5-yl)carbamoyl]-1,6-naphthyridin-5-yl]-2,6-dimethyl-piperazine-1-carboxylate